CC1=C(N=CC2=CC=CC=C12)CCCCC 4-Methyl-3-pentylisoquinoline